(2-((benzyloxy)methyl)-1-((dimethylamino)methyl)cyclopropyl)methanol C(C1=CC=CC=C1)OCC1C(C1)(CN(C)C)CO